N-[4-[(3R)-4-(3,5-Dichlorophenyl)-3-methyl-piperazin-1-yl]sulfonylphenyl]-2-[methyl(methyl-sulfonyl)amino]benzamide ClC=1C=C(C=C(C1)Cl)N1[C@@H](CN(CC1)S(=O)(=O)C1=CC=C(C=C1)NC(C1=C(C=CC=C1)N(S(=O)(=O)C)C)=O)C